(E)-4-chloro-2-fluoro-N-(2-methoxy-5-(4-(4-(4-oxopent-2-enoyl)piperazin-1-yl)quinazolin-6-yl)pyridin-3-yl)benzenesulfonamide ClC1=CC(=C(C=C1)S(=O)(=O)NC=1C(=NC=C(C1)C=1C=C2C(=NC=NC2=CC1)N1CCN(CC1)C(\C=C\C(C)=O)=O)OC)F